4-((4-(cyclopropanecarbonyl)piperazin-1-yl)methyl)-N-(3-chloro-4-(pyridine-2-ylmethoxy)phenyl)-benzamide C1(CC1)C(=O)N1CCN(CC1)CC1=CC=C(C(=O)NC2=CC(=C(C=C2)OCC2=NC=CC=C2)Cl)C=C1